ClCCCC(CCCCl)(C#C[Si](C)(C)C)NS(=O)C(C)(C)C N-(1,7-dichloro-4-((trimethylsilyl)ethynyl)heptan-4-yl)-2-methylpropane-2-sulfinamide